FC1=C(C=CC=C1F)CC(=O)NC=1C=C(C=C(C1)C(F)(F)F)NC(=O)[N-]C1=C[N+](=NO1)C1CCC(CC1)CN(C)C ((3-(2-(2,3-Difluorophenyl)acetamido)-5-(trifluoromethyl)phenyl)carbamoyl)(3-((1R,4R)-4-((dimethylamino)methyl)cyclohexyl)-1,2,3-oxadiazol-3-ium-5-yl)amide